4-(2-nitrosophenyl)-N-(4-(trifluoromethyl)phenyl)pyrimidin-2-amine N(=O)C1=C(C=CC=C1)C1=NC(=NC=C1)NC1=CC=C(C=C1)C(F)(F)F